ClC1(C(C1)COC1=NC(=C(C=C1C#N)C(=O)N1CCC(CC1)C1=NOC(=N1)C)C(F)(F)F)Cl 2-[(2,2-dichloro-cyclopropyl)methoxy]-5-[4-(5-methyl-1,2,4-oxadiazol-3-yl)piperidine-1-carbonyl]-6-(trifluoromethyl)pyridine-3-carbonitrile